2-phenyl-2H-benzo[e][1,2]thiazine C1(=CC=CC=C1)N1SC2=C(C=C1)C=CC=C2